5-ethynyl-4-(oxetan-3-yloxy)pyrimidin-2-amine C(#C)C=1C(=NC(=NC1)N)OC1COC1